OCC12COP(OC1)OC2 4-hydroxymethyl-1-phospha-2,6,7-trioxabicyclo[2.2.2]octane